CC(CC/C=C(/C)\\CC/C=C(\\C)/CC/C=C(\\C)/CCC=C(C)C)CCOP(=O)(O)OP(=O)(O)OC1[C@@H]([C@H]([C@@H]([C@H](O1)CO)O[C@H]2[C@@H]([C@H]([C@@H]([C@H](O2)CO)O[C@H]3[C@H]([C@H]([C@@H]([C@H](O3)CO[C@@H]4[C@H]([C@H]([C@@H]([C@H](O4)CO[C@@H]5[C@H]([C@H]([C@@H]([C@H](O5)CO)O)O)O[C@@H]6[C@H]([C@H]([C@@H]([C@H](O6)CO)O)O)O)O)O[C@@H]7[C@H]([C@H]([C@@H]([C@H](O7)CO)O)O)O[C@@H]8[C@H]([C@H]([C@@H]([C@H](O8)CO)O)O)O)O)O)O[C@@H]9[C@H]([C@H]([C@@H]([C@H](O9)CO)O)O)O[C@@H]1[C@H]([C@H]([C@@H]([C@H](O1)CO)O)O)O[C@@H]1[C@H]([C@H]([C@@H]([C@H](O1)CO)O)O[C@@H]1[C@@H]([C@H]([C@@H]([C@H](O1)CO)O)O[C@@H]1[C@@H]([C@H]([C@@H]([C@H](O1)CO)O)O)O)O)O)O)O)NC(=O)C)O)NC(=O)C The molecule is a dolichyl diphosphooligosaccharide in which the oligosaccharide moiety is the Man9Glc2GlcNAc2 branched tridecasaccharide alpha-D-Glc-(1->3)-alpha-D-Glc-(1->3)-alpha-D-Man-(1->2)-alpha-D-Man-(1->2)-alpha-D-Man-(1->3)-[alpha-D-Man-(1->2)-alpha-D-Man-(1->3)-[alpha-D-Man-(1->2)-alpha-D-Man-(1->6)]-alpha-D-Man-(1->6)]-beta-D-Man-(1->4)-beta-D-GlcNAc-(1->4)-D-GlcNAc. It is a conjugate acid of an alpha-D-Glc-(1->3)-alpha-D-Glc-(1->3)-alpha-D-Man-(1->2)-alpha-D-Man-(1->2)-alpha-D-Man-(1->3)-[alpha-D-Man-(1->2)-alpha-D-Man-(1->3)-[alpha-D-Man-(1->2)-alpha-D-Man-(1->6)]-alpha-D-Man-(1->6)]-beta-D-Man-(1->4)-beta-D-GlcNAc-(1->4)-D-GlcNAc(PP-Dol)(2-).